ClC/C=C/C(=O)NC1=C(C=C(C=C1F)C(=O)C1=CC=C2C(=CC=CN12)C1=CC2=C(N(C=N2)C)C=C1C(F)(F)F)F (E)-4-chloro-N-(2,6-difluoro-4-(8-(1-methyl-6-(trifluoromethyl)-1H-benzo[d]imidazol-5-yl)indolizine-3-carbonyl)phenyl)but-2-enamide